N-(1-(azetidin-1-ylmethyl)cyclopropyl)-2-methyl-2-(6-methyl-1H-pyrrolo[2,3-b]pyridin-1-yl)propanamide N1(CCC1)CC1(CC1)NC(C(C)(N1C=CC=2C1=NC(=CC2)C)C)=O